2-(4,6-dichloro-5-(2-(2-methoxyethoxy)phenyl)-1H-benzo[d]imidazol-2-yl)-2-(4-(ethylsulfonyl)phenyl)ethanol ClC1=C(C(=CC=2NC(=NC21)C(CO)C2=CC=C(C=C2)S(=O)(=O)CC)Cl)C2=C(C=CC=C2)OCCOC